ClC=1C=C(NC2(CCC3(C(CC4=CC=CC=C34)CC(C(F)F)COC3=CC=NC=4CCC[C@H](C34)C)CC2)C(=O)OC)C=CC1 methyl (1r,4R)-4-(3-chloroanilino)-2'-[3,3-difluoro-2-({[(5R)-5-methyl-5,6,7,8-tetrahydroquinolin-4-yl]oxy}methyl)propyl]-2',3'-dihydrospiro[cyclohexane-1,1'-indene]-4-carboxylate